N-(3-(2-azidopropyl)-1,2,4-thiadiazol-5-yl)-2-methyl-5-(3-(trifluoromethyl)phenyl)furan-3-carboxamide N(=[N+]=[N-])C(CC1=NSC(=N1)NC(=O)C1=C(OC(=C1)C1=CC(=CC=C1)C(F)(F)F)C)C